(2S)-2,5-bis(3-aminopropylamino)-N-[2-(dioctadecyl-amino)acetyl]pentanamide NCCCN[C@H](C(=O)NC(CN(CCCCCCCCCCCCCCCCCC)CCCCCCCCCCCCCCCCCC)=O)CCCNCCCN